2-(Methoxymethyl)-N7-[(2S)-tetralin-2-yl]pyrazolo[1,5-a]pyrimidine-3,7-dicarboxamide COCC1=NN2C(N=CC=C2C(=O)N[C@@H]2CC3=CC=CC=C3CC2)=C1C(=O)N